NC1=NN(C(=C1C)C1=NC=C(C(=C1)OC1CN(C1)C(=O)N1N=CC[C@H]1C=1C=NC=C(C#N)C1)F)C (S)-5-(1-(3-((2-(3-amino-1,4-dimethyl-1H-pyrazol-5-yl)-5-fluoropyridin-4-yl)oxy)azetidine-1-carbonyl)-4,5-dihydro-1H-pyrazol-5-yl)nicotinonitrile